FC1=CC=C(C=C1)C1=NC(=NO1)C(=O)C1=CC=C(C=C1)C (5-(4-fluorophenyl)-1,2,4-oxadiazol-3-yl)(p-tolyl)methanone